CC1OC(CN(C1)C=1C=CC(=NC1)C=1C=NC(=CC1NC1=NC(=CC(=C1)N1CCOCC1)S(=O)(=O)C)NC(C)=O)C N-(5-(2,6-dimethylmorpholino)-4'-((6-(methylsulfonyl)-4-morpholinopyridin-2-yl)amino)-[2,3'-bipyridin]-6'-yl)acetamide